(S)-3-(trifluoromethyl)-6,7,7a,8,10,11-hexahydropyrazino[1,2-a]pyrido[3,2-f]azepin FC(C1=CC=2CCC[C@@H]3N(C2N=C1)CCNC3)(F)F